OC1CC(C1)OC1CCN(CC1)C=1C=C(C#N)C=C(C1)C#CCO 3-(4-(3-hydroxycyclobutoxy)piperidin-1-yl)-5-(3-hydroxyprop-1-yn-1-yl)benzonitrile